C(#N)CCNC1=NC(=CC(=C1)C=1C=C(C#N)C=CC1C1=NN=CN1C)N1C(C2=CC(=CC(=C2C1)C(F)(F)F)OCCN1CCCC1)=O 3-{2-[(2-cyanoethyl)amino]-6-{1-oxo-6-[2-(pyrrolidin-1-yl)ethoxy]-4-(trifluoromethyl)-3H-isoindol-2-yl}pyridin-4-yl}-4-(4-methyl-1,2,4-triazol-3-yl)benzonitrile